CC(C)([C@@H](C(=O)O)N)S L-(+)-Penicillamine